2-((7-(but-2-yn-1-yl)-8-((R)-3-((tert-butoxycarbonyl)amino)piperidin-1-yl)-3-methyl-2,6-dioxo-2,3,6,7-tetrahydro-1H-purin-1-yl)methyl)nicotinic acid methyl ester COC(C1=C(N=CC=C1)CN1C(N(C=2N=C(N(C2C1=O)CC#CC)N1C[C@@H](CCC1)NC(=O)OC(C)(C)C)C)=O)=O